(S)-tetrahydrofuran-3-yl (8-amino-7-fluoro-6-((R)-5-hydroxy-4-methyl-6,7-dihydro-5H-cyclopenta[b]pyridin-3-yl)isoquinolin-3-yl)carbamate NC=1C(=C(C=C2C=C(N=CC12)NC(O[C@@H]1COCC1)=O)C=1C(=C2C(=NC1)CC[C@H]2O)C)F